O=C1NC(CCC1N1C(C2=CC=CC(=C2C1=O)NCC1=CC(=C(C=C1)CN1CCC2(CCN(C2=O)C)CC1)F)=O)=O 2-(2,6-dioxopiperidin-3-yl)-4-(3-fluoro-4-((2-methyl-1-oxo-2,8-diazaspiro[4.5]decan-8-yl)methyl)benzylamino)isoindoline-1,3-dione